N1(C=NC=C1)C=1C=CC(=C(C1)O)C=1SC(=NN1)/C=C\1/C[C@]2(CCC[C@@H](C1)N2)C 5-(1H-imidazol-1-yl)-2-(5-((E)-((1R,5S)-1-methyl-9-azabicyclo[3.3.1]nonan-3-ylidene)methyl)-1,3,4-thiadiazol-2-yl)phenol